(6-((6-(tert-Butyl)pyridin-2-yl)methyl)-2-azaspiro[3.3]heptan-2-yl)((1s,3s)-3-hydroxy-3-methylcyclobutyl)methanon C(C)(C)(C)C1=CC=CC(=N1)CC1CC2(CN(C2)C(=O)C2CC(C2)(C)O)C1